3-bromo-5-(3,4-dimethoxyphenyl)pyridine BrC=1C=NC=C(C1)C1=CC(=C(C=C1)OC)OC